C([C@@H](C(=O)[O-])N)SSC[C@@H](C(=O)[O-])N.[K+].[K+] potassium cystinate